1-ethyl-2,3,5,5-tetramethyl-1,3-cyclohexadiene C(C)C1=C(C(=CC(C1)(C)C)C)C